(1R,3S,5R)-2-((2-((5-((4,4-Difluorocyclohexyl)amino)pentyl)oxy)-6-methylpyridin-3-yl)sulfonyl)-2-azabicyclo[3.1.0]hexane-3-carboxylic acid FC1(CCC(CC1)NCCCCCOC1=NC(=CC=C1S(=O)(=O)N1[C@@H]2C[C@@H]2C[C@H]1C(=O)O)C)F